rac-N-[(3S,4R)-4-({[(1s,4S)-4-ethylcyclohexyl]oxy}methyl)-7-methoxy-6-oxo-1,3,4,6-tetrahydro-2H-quinolizin-3-yl]methanesulfonamide C(C)C1CCC(CC1)OC[C@H]1[C@H](CCC2=CC=C(C(N12)=O)OC)NS(=O)(=O)C |r|